C(C=C)(=O)OC[Si](OCC)(OCC)OCC acryloyloxymethyltriethoxysilane